CSCO[C@H]1C[C@@H](O[C@@H]1COC(C1=CC=CC=C1)(C1=CC=CC=C1)C1=CC=CC=C1)N1C=NC=2C(N)=NC=NC12 3'-O-methylthiomethyl-5'-O-trityl-2'-deoxyadenosine